C(C)(C)(C)OC(=O)N(C1=NC=CC(=C1)C=1OC=C(N1)C(=O)NC=1C(=NN(C1)C1CCC(CC1)C(=O)OC)C(N)=O)CC(F)(F)F methyl 4-[4-[[2-[2-[tert-butoxycarbonyl(2,2,2-trifluoroethyl)amino]-4-pyridyl]oxazole-4-carbonyl]amino]-3-carbamoyl-pyrazol-1-yl]cyclohexanecarboxylate